COC1=CC(=NC=C1)N1N=CC(=C1)C(C(=O)OC)C Methyl 2-(1-(4-methoxypyridin-2-yl)-1H-pyrazol-4-yl)propanoate